CN(C=C(C(C1=CC=CC=C1)=O)OC1=CC=C(C=C1)S(=O)(=O)N)C 4-((1-(dimethylamino)-3-oxo-3-phenylprop-1-en-2-yl)oxy)benzenesulfonamide